O=C1NN=C(C2=CC=CC(=C12)[C@@H]1OCCC1)CNC(OC(C)(C)C)=O (R)-tert-butyl ((4-oxo-5-(tetrahydrofuran-2-yl)-3,4-dihydrophthalazin-1-yl)methyl)carbamate